COC=1C=C(C=CC1N1CCC(CC1)C1=C(C(=NO1)C)NC(=O)O[C@H](C)C1=CC=CC=C1)C1(CC1)C(=O)OC methyl 1-[3-methoxy-4-[4-[3-methyl-4-[[(1R)-1-phenylethoxy]carbonylamino]isoxazol-5-yl]-1-piperidyl] phenyl]cyclopropanecarboxylate